mercaptophenyl-benzothiazole SC1=CC=CC2=C1N=C(S2)C2=CC=CC=C2